6-(Ethylamino)-N-[(3S)-9-fluoro-2-oxo-5-phenyl-1,3-dihydro-1,4-benzodiazepin-3-yl]-2-(2-fluoro-phenyl)imidazo[1,2-b]pyridazine-3-carboxamide C(C)NC=1C=CC=2N(N1)C(=C(N2)C2=C(C=CC=C2)F)C(=O)N[C@@H]2C(NC1=C(C(=N2)C2=CC=CC=C2)C=CC=C1F)=O